(R)-6'-fluoro-N-(4-fluoro-3-((2-hydroxypropyl)carbamoyl)benzyl)-1'-methyl-4'-oxo-3',4'-dihydro-1'H-spiro[piperidine-4,2'-quinoline]-1-carboxamide FC=1C=C2C(CC3(N(C2=CC1)C)CCN(CC3)C(=O)NCC3=CC(=C(C=C3)F)C(NC[C@@H](C)O)=O)=O